CCCCCCCCCCCC(=O)OC[C@H](COP(=O)(O)OC[C@H](CO)O)OC(=O)CCCCCCCCCCC/C=C\C/C=C\CCCCC 1-dodecanoyl-2-(13Z,16Z-docosadienoyl)-glycero-3-phospho-(1'-sn-glycerol)